FC1=CC=CC(=N1)NC1=NC=C(C=N1)C(=O)NCCC1=C(NC2=CC=CC=C12)C 2-((6-fluoropyridin-2-yl)amino)-N-(2-(2-methyl-1H-indol-3-yl)ethyl)pyrimidine-5-carboxamide